C(C)N(CC)C(C(=O)O)CCCCCC.C(CCCCCCC)(=O)O.C(C)N(CC)C(C)O diethylaminoethanol octanoate diethylaminooctanoate